C(C)C1N(C=2C(=NC=CC2C=2C1=NN(N2)C)NC(=O)C2CC2)C N-(4-ethyl-2,5-dimethyl-4,5-dihydro-2H-[1,2,3]triazolo[4,5-c][1,7]naphthyridin-6-yl)cyclopropanecarboxamide